3,3'-Dithiodi-propionic acid C(CCSSCCC(=O)O)(=O)O